ClC=1C(=NC(=NC1)N[C@H]1[C@@H](COCC1)O)C=1C=C2C(C(=NC2=C(C1)F)C)(CC)CC (3S,4R)-4-((5-chloro-4-(3,3-diethyl-7-fluoro-2-methyl-3H-indol-5-yl)pyrimidin-2-yl)amino)Tetrahydro-2H-pyran-3-ol